C(C)OC1=C(C(=O)NCC2=CC(=CC=C2)C)C=C(C=C1)NC(C(C)C)=O 2-ethoxy-5-isobutyrylamino-N-(3-methylbenzyl)benzamide